FS(CC(C1=CC=CC=C1)(C1=CC=CC=C1)OCC(=C)C)(F)(F)(F)F Pentafluoro-(2-((2-methylallyl)-oxy)-2,2-diphenylethyl)-λ6-sulfan